(R)-N-(2,2,2-trifluoro-1-(4-(trifluoromethyl)phenyl)ethyl)imidazo[1,2-a]pyrimidine-3-sulfonamide FC([C@@H](C1=CC=C(C=C1)C(F)(F)F)NS(=O)(=O)C1=CN=C2N1C=CC=N2)(F)F